ClC=1C=CC=C2C(C=C(OC12)C1=C(OCCNC(C(=O)O)(C)C)C=C(C=C1)C)=O 2-[2-[2-(8-chloro-4-oxo-chromen-2-yl)-5-methyl-phenoxy]ethylamino]-2-methyl-propionic acid